4-aminobenzoic acid, isocyanate NC1=CC=C(C(=O)N=C=O)C=C1